7-chloro-2-(1-hydroxyethyl)-1-methyl-5-phenyl-1,5-dihydro-4H-imidazo[4,5-c]quinolin-4-one ClC=1C=CC=2C3=C(C(N(C2C1)C1=CC=CC=C1)=O)N=C(N3C)C(C)O